1-(4-methylphenyl)-3,4-diphenylpyrrole-2,5-dione CC1=CC=C(C=C1)N1C(C(=C(C1=O)C1=CC=CC=C1)C1=CC=CC=C1)=O